3-(3,4-difluorobenzyl)-1-(1H-imidazol-2-yl)piperidin-2-one FC=1C=C(CC2C(N(CCC2)C=2NC=CN2)=O)C=CC1F